(7-(hydroxyamino)-7-oxoheptyl)-2-((2,3-dihydrobenzofuran-3-yl)amino)pyrimidine-5-carboxamide ONC(CCCCCCC1=NC(=NC=C1C(=O)N)NC1COC2=C1C=CC=C2)=O